5-Oxo-N-(4-((4-pentylphenyl)amino)benzyl)pyrrolidine-3-carboxamide O=C1CC(CN1)C(=O)NCC1=CC=C(C=C1)NC1=CC=C(C=C1)CCCCC